p-methylphenylvinyl sulfone CC1=CC=C(C=C1)C=CS(=O)(=O)C=CC1=CC=C(C=C1)C